7'-((1R,3R)-3-hydroxycyclohexyl)-2'-((3-((1-methyl-1H-pyrazol-4-yl)oxy)-1H-pyrazol-4-yl)amino)spiro[cyclopropane-1,5'-pyrrolo[2,3-d]pyrimidin]-6'(7'H)-one O[C@H]1C[C@@H](CCC1)N1C(C2(C3=C1N=C(N=C3)NC=3C(=NNC3)OC=3C=NN(C3)C)CC2)=O